3-[[4-hydroxy-1-[(3R,4R)-1-(4-methyl-2-phenyl-thiazole-5-carbonyl)-3-phenyl-piperidine-4-carbonyl]-4-piperidinyl]methyl]pyrido[3,2-d]pyrimidin-4-one OC1(CCN(CC1)C(=O)[C@H]1[C@@H](CN(CC1)C(=O)C1=C(N=C(S1)C1=CC=CC=C1)C)C1=CC=CC=C1)CN1C=NC2=C(C1=O)N=CC=C2